((1S,2S)-2-fluorocyclopropyl)(3-(6-(1-methyl-1H-pyrazol-4-yl)pyrrolo[2,1-f][1,2,4]triazin-4-yl)-3,8-diazabicyclo[3.2.1]octan-8-yl)methanone F[C@@H]1[C@@H](C1)C(=O)N1C2CN(CC1CC2)C2=NC=NN1C2=CC(=C1)C=1C=NN(C1)C